1-hydroxy-6-bromo-3,4-methylenedioxybenzene OC1=CC2=C(C=C1Br)OCO2